CC(C)(C)[S@](=O)N[C@H](C)C1=CC2=C(N(C=N2)COCC[Si](C)(C)C)C=C1 (S)-2-methyl-N-((R)-1-(1-((2-(trimethylsilyl)ethoxy)methyl)-1H-benzo[d]imidazol-5-yl)ethyl)propane-2-sulfinamide